O(C1=CC=CC=C1)C1=CC=2C(=NSN2)C=C1OC1=CC=CC=C1 5,6-diphenoxy-2,1,3-benzothiadiazole